COC1=CC=CC(=N1)N1C=CC2=C1N=CNC2=O 7-(6-methoxypyridin-2-yl)-3,7-dihydro-4H-pyrrolo[2,3-d]pyrimidin-4-one